4-[3-tert-Butyl-5-(3-hydroxyphenyl)benzoyl]piperazin C(C)(C)(C)C=1C=C(C(=O)N2CCNCC2)C=C(C1)C1=CC(=CC=C1)O